FC1=C(C=CC(=C1)F)C1=CC(=CC(=C1)NC1=C(C=C(C=C1)C=1C=NN(C1)C)[N+](=O)[O-])NS(=O)(=O)C1CC1 N-(2',4'-difluoro-5-((4-(1-methyl-1H-pyrazol-4-yl)-2-nitrophenyl)amino)-[1,1'-biphenyl]-3-yl)cyclopropanesulfonamide